4-((4-(morpholinomethyl)phenyl)ethynyl)pyridin-2(1H)-one O1CCN(CC1)CC1=CC=C(C=C1)C#CC1=CC(NC=C1)=O